C1(=CC=C(C=C1)N1C(SC=C1)=N)C 3-(p-tolyl)thiazol-2(3H)-imine